FC(CN1N=CC=2C1=NC(=CN2)N2CC1C(CC2)C(NC1)=O)F 5-(1-(2,2-difluoroethyl)-1H-pyrazolo[3,4-b]pyrazin-6-yl)octahydro-1H-pyrrolo[3,4-c]pyridin-1-one